NC=1N(C=2C(=C3C=CC=NC3=CC2C)N1)C amino-3,4-dimethyl-imidazo[4,5-f]-quinoline